C(OCCN=C=O)(OCCN=C=O)=O di(2-isocyanatoethyl) carbonate